COC1=CC=C(C(=O)N2CC3(C2)CN(C[C@@H]3C3=CC=CC=C3)C(C=C)=O)C=C1 (R)-1-(2-(4-Methoxybenzoyl)-8-phenyl-2,6-diazaspiro[3.4]octan-6-yl)prop-2-en-1-one